trimethylol-hexahydrotriazine C(O)N1N(N(CCC1)CO)CO